CN1N=CC(=C1)C1=CC(=C(N)C=C1)OC(F)(F)F 4-(1-methyl-1H-pyrazol-4-yl)-2-(trifluoromethoxy)aniline